ClC1=CC=C(C=C1)C(C(=O)N[C@H](C(=O)N[C@H](CCC(=O)O)C(=O)O)CC1CC1)(C)C ((S)-2-(2-(4-chlorophenyl)-2-methylpropanamido)-3-cyclopropylpropanoyl)-D-glutamic acid